C(=O)C=1N(C(=CC1)COCC1OC(CC1)=O)CCCC(=O)O 4-(2-formyl-5-(((5-oxo-tetrahydrofuran-2-yl)methoxy)methyl)-1H-pyrrol-1-yl)butyric acid